FC1=C(C=CC(=C1)[C@@H]1NCCC1)C=1N=C2SC3=C(N2C1)C=CC(=C3)C(=O)NCCCN3C(CCCC3)=O (R)-2-(2-fluoro-4-(pyrrolidin-2-yl)phenyl)-N-(3-(2-oxopiperidin-1-yl)propyl)benzo[d]imidazo[2,1-b]thiazole-7-carboxamide